ethyloxytriazine 1-ethoxy-3-methyl-1-oxobut-3-en-2-yl-5-[2-chloro-4-(trifluoromethyl)phenoxy]-2-nitrobenzoate C(C)OC(C(C(=C)C)OC(C1=C(C=CC(=C1)OC1=C(C=C(C=C1)C(F)(F)F)Cl)[N+](=O)[O-])=O)=O.C(C)OC1=NN=NC=C1